3-(1-oxo-5-(((1S,2S)-2-(3-(quinolin-4-yl)azetidin-1-yl)cyclohexyl)oxy)isoindolin-2-yl)piperidine-2,6-dione O=C1N(CC2=CC(=CC=C12)O[C@@H]1[C@H](CCCC1)N1CC(C1)C1=CC=NC2=CC=CC=C12)C1C(NC(CC1)=O)=O